BrC1=CC=C(C=C1)C(C)(C)C=1N=C(SC1)NC(=O)NCC=1C=NC=NC1 1-(4-(2-(4-bromophenyl)-propan-2-yl)thiazol-2-yl)-3-(pyrimidin-5-ylmethyl)-urea